2-(1-(4-fluorophenyl)vinyl)furan FC1=CC=C(C=C1)C(=C)C=1OC=CC1